ClC1=C(C=CC=C1)C(C(C)C=1N(C(C(=C(N1)C(=O)NC=1C=NOC1)OC)=O)C)C1=CC=CC=C1 [1-(2-chlorophenyl)-1-phenylpropan-2-yl]-5-methoxy-1-methyl-N-(1,2-oxazol-4-yl)-6-oxopyrimidine-4-carboxamide